ClC=1C=C(C=CC1C#N)N1CC2(CC1C)CCN(CC2)C2=CC=C(C(=O)N1CCC(CC1)CN1CCN(CC1)C1=CC(=C(C(=O)NC3C(NC(CC3)=O)=O)C=C1)F)C=C2 4-(4-((1-(4-(2-(3-Chloro-4-cyanophenyl)-3-meth-yl-2,8-diazaspiro[4.5]decan-8-yl)benzoyl)-piperidin-4-yl)methyl)-piperazin-1-yl)-N-(2,6-dioxopiperidin-3-yl)-2-fluorobenzamide